C1(=CC=CC=C1)C(=NC1=CN=CC2=CC=C(C=C12)N1CC=2N(CC1)C(=NN2)C(F)(F)F)C2=CC=CC=C2 1,1-diphenyl-N-(6-(3-(trifluoromethyl)-5,6-dihydro-[1,2,4]triazolo[4,3-a]pyrazin-7(8H)-yl)isoquinolin-4-yl)methanimine